6-[5-Methyl-1-[(3S)-3-piperidyl]pyrazol-4-yl]-4-(3-pyridylsulfanyl)pyrazolo[1,5-a]pyridine-3-carbonitrile CC1=C(C=NN1[C@@H]1CNCCC1)C=1C=C(C=2N(C1)N=CC2C#N)SC=2C=NC=CC2